5-amino-1,3-dihydro-2H-benzimidazol-2-one NC1=CC2=C(NC(N2)=O)C=C1